O1CCC=2C1=NC(=CC2)C(C)N2C[C@@H](N(C[C@H]2CC)C=2C=1C(N(C(C2)=O)C)=CN(N1)CC#N)CC (7-((2S,5R)-4-(1-(2,3-dihydrofuro[2,3-b]pyridin-6-yl)ethyl)-2,5-diethylpiperazin-1-yl)-4-methyl-5-oxo-4,5-dihydro-2H-pyrazolo[4,3-b]pyridin-2-yl)acetonitrile